(2,6-difluorophenyl)-1,4-dihydrobenzo[d]pyrazolo[3,4-f][1,3]diazepine-8-carboxamide FC1=C(C(=CC=C1)F)N1N=CC2=C1C1=C(N=CN2)C=C(C=C1)C(=O)N